[Si](C)(C)(C(C)(C)C)OCCN1N=C(C(=C1CN(C[C@H](C)O)C(C)C)I)OCC (2S)-1-[[2-[2-[tert-butyl(dimethyl)silyl]oxyethyl]-5-ethoxy-4-iodo-pyrazol-3-yl]methyl-isopropylamino]propan-2-ol